(tetracyclo[4.4.0.12,5.17,10]dodecan-3-yl)-1,1-difluoroethanesulfonate C12C3C(CC(C2C2CCC1C2)C3)OS(=O)(=O)C(C)(F)F